5H-quinoxalino[2,1-b]quinazoline-6,12-dione C1=CC=CC=2NC(C3=NC=4C=CC=CC4C(N3C12)=O)=O